CC=1OC2=C(C1C(=O)OCC)C=C(C=C2)CC2CC(C2)=O ethyl 2-methyl-5-((3-oxocyclobutyl)methyl)benzofuran-3-carboxylate